5-(6-(2-hydroxy-6-meth-yl-4-(trifluoromethyl)-phenyl)-2H-pyrazolo[3,4-b]pyridin-2-yl)bicyclo[3.1.1]heptan-1-ol OC1=C(C(=CC(=C1)C(F)(F)F)C)C=1C=CC=2C(N1)=NN(C2)C21CCCC(C2)(C1)O